FC1=C(C=CC=C1)C=1N=C(N=NC1C1=C(C=NC=C1)F)NC=1C=NC(=CC1)C(C)C 5-(2-fluorophenyl)-6-(3-fluoropyridin-4-yl)-N-[6-(propan-2-yl)pyridin-3-yl]-1,2,4-triazin-3-amine